N1CCCCCCNCCCCCC1 1,8-diazacyclotetradecane